NC1=NN(C=C1C#N)C1CCN(CC1)C(=O)C1(CCC1)C 3-amino-1-(1-(1-methylcyclobutane-1-carbonyl)piperidin-4-yl)-1H-pyrazole-4-carbonitrile